ClC1=CC(=C(C=C1)C1=NC(=CN2C1=NC(=C(C2=O)C)C)C2CC(OCC2)C=2C=NN(C2)C(F)(F)F)F racemic-9-(4-chloro-2-fluoro-phenyl)-2,3-dimethyl-7-[2-[1-(trifluoromethyl)pyrazol-4-yl]tetrahydropyran-4-yl]pyrazino[1,2-a]pyrimidin-4-one